3-[1-(2-nitrophenyl)-1H-pyrrol-2-yl]prop-2-en [N+](=O)([O-])C1=C(C=CC=C1)N1C(=CC=C1)C=CC